ClC1=C(OC2=CC=C(C=C2)NNC(=O)C=2C(=NN(C2)C)C(F)F)C=CC(=C1)Cl N'-(4-(2,4-dichlorophenoxy)phenyl)-3-(difluoromethyl)-1-methyl-1H-pyrazole-4-carbohydrazide